4-(4-n-propylphenyl-1H-1,2,3-triazol-1-yl)butanamine C(CC)C1=CC=C(C=C1)C=1N=NN(C1)CCCCN